P(O)(=O)(OP(=O)(O)OP(=O)(O)O)OC[C@@H]1[C@H]([C@H]([C@@](O1)(N1C=NC=2C(N)=NC=NC12)C)O)O Methyl-adenosine 5'-triphosphate